1-(2-(difluoromethoxy)pyridin-3-yl)-3,6-dimethyl-5,6,7,8-tetrahydroimidazo[1,5-a]pyrazine FC(OC1=NC=CC=C1C=1N=C(N2C1CNC(C2)C)C)F